O1C2=C(OCCC1)C(=CC=C2)C=O 3,4-dihydro-2H-benzo[b][1,4]dioxepin-6-carbaldehyde